(S)-N-(7-Bromo-5-methyl-4-oxo-2,3,4,5-tetrahydrobenzo[b][1,4]oxazepin-3-yl)-4-((6-fluoropyridin-2-yl)methyl)-1H-pyrazole-1-carboxamide BrC1=CC2=C(OC[C@@H](C(N2C)=O)NC(=O)N2N=CC(=C2)CC2=NC(=CC=C2)F)C=C1